tert-butyl 3-(5-(1-(6-(4-(2,4-dioxotetrahydropyrimidin-1(2H)-yl)-3-fluorophenyl)-2-azaspiro[3.3]heptan-2-yl)-2,3-dihydro-1H-inden-5-yl)-4-methylpyrimidin-2-yl)isoxazole-5-carboxylate O=C1N(CCC(N1)=O)C1=C(C=C(C=C1)C1CC2(CN(C2)C2CCC3=CC(=CC=C23)C=2C(=NC(=NC2)C2=NOC(=C2)C(=O)OC(C)(C)C)C)C1)F